3-((2'-chloro-[3,4'-bipyridin]-2-yl)oxy)-5-methoxy-N-methylbenzamide ClC1=NC=CC(=C1)C=1C(=NC=CC1)OC=1C=C(C(=O)NC)C=C(C1)OC